ClC=1C=C(C=C(C1)Cl)N1CCC(CC1)OC=1N=NNC1CO (4-((1-(3,5-dichlorophenyl)piperidin-4-yl)oxy)-1H-1,2,3-triazol-5-yl)methanol